COCC(CCCCCCCCCCC(C)C)(C)COC 1-methoxy-2-(methoxymethyl)-2,13-dimethyltetradecane